CS(=O)(=O)OCCN(C)C1=C(N=NC(=C1)Cl)Cl 2-((3,6-dichloropyridazin-4-yl)(methyl)amino)ethyl methanesulfonate